COCN1C(CN=CC2=C1C=CC=C2)=NN methoxymethyl-1,3-dihydro-1,4-benzodiazepin-2-one hydrazone